FC(C(=O)O)(F)F.CN(C1(CCC2(CN(C(N2CC(=O)O)=O)CC2=CC=C(C=C2)OC)CC1)C1=CC=CC=C1)C CIS-2-[8-dimethylamino-3-[(4-methoxyphenyl)-methyl]-2-oxo-8-phenyl-1,3-diazaspiro[4.5]decan-1-yl]acetic acid 2,2,2-trifluoro-acetic acid salt